1-(4-(trifluoromethoxy)phenyl)-1H-1,2,3-triazol FC(OC1=CC=C(C=C1)N1N=NC=C1)(F)F